CN(CCCNC(=O)C1CCN(CC1)C1=NN=C(C=2C1=NN(C2C)C2=CC=C(C=C2)C)I)C N-(3-(dimethylamino)propyl)-1-(4-iodo-3-methyl-2-(p-tolyl)-2H-pyrazolo[3,4-d]pyridazin-7-yl)piperidine-4-carboxamide